2-(5-chloro-2-fluorophenyl)-4-(acetoxy)-5-amino-3(2H)-furanone ClC=1C=CC(=C(C1)C1OC(=C(C1=O)OC(C)=O)N)F